NC=1N=NC(=CC1N1C[C@H]2CC[C@@H](C1)N2C=2C=C(OC1CCN(CC1)C(=O)OCC1=CC=CC=C1)C=CC2)Cl benzyl 4-[3-[(1R,5S)-3-(3-amino-6-chloro-pyridazin-4-yl)-3,8-diazabicyclo[3.2.1]octan-8-yl]phenoxy]piperidine-1-carboxylate